2-Methyl-3-(4-tert-butylphenyl)propanal CC(C=O)CC1=CC=C(C=C1)C(C)(C)C